1-[4-(6-chloro-8-[(5-chloro-6-fluoro-1H-indazol-4-yl)oxy]-2-{[(3R)-4-methylmorpholin-3-yl]methoxy}pyrido[3,4-d]pyrimidin-4-yl)piperazin-1-yl]prop-2-en-1-one ClC1=CC2=C(N=C(N=C2N2CCN(CC2)C(C=C)=O)OC[C@@H]2N(CCOC2)C)C(=N1)OC1=C2C=NNC2=CC(=C1Cl)F